(R)-1-(7-(2-methyl-6-(methylsulfonyl)pyridin-3-yl)-4-(3-methylmorpholino)thieno[3,2-d]pyrimidin-2-yl)-1H-benzo[d]imidazol-2-amine CC1=NC(=CC=C1C1=CSC2=C1N=C(N=C2N2[C@@H](COCC2)C)N2C(=NC1=C2C=CC=C1)N)S(=O)(=O)C